Trans-4-(4'-chloro-[1,1'-biphenyl]-3-yl)-N,N-dimethyl-1,2,3,4-tetrahydronaphthalen-2-amine ClC1=CC=C(C=C1)C1=CC(=CC=C1)[C@H]1C[C@@H](CC2=CC=CC=C12)N(C)C